tert-butyl ((6-(difluoromethyl)-5-fluoropyridin-2-yl)sulfonyl)(thiazol-4-yl)carbamate FC(C1=C(C=CC(=N1)S(=O)(=O)N(C(OC(C)(C)C)=O)C=1N=CSC1)F)F